(R)-N-((S)-1-(5-(((S)-5-chloro-2,3-dihydro-1H-inden-2-yl)amino)pyridin-2-yl)-2,2,2-trifluoroethyl)-N-methyl-6-oxopiperidine-2-carboxamide ClC=1C=C2C[C@H](CC2=CC1)NC=1C=CC(=NC1)[C@@H](C(F)(F)F)N(C(=O)[C@@H]1NC(CCC1)=O)C